ClC=1C(=C2N=C(N=C3C2=C(C(C[C@H]2COCCCN32)=O)N1)SCC)F (S)-2-chloro-12-(ethylthio)-1-fluoro-5a,6,9,10-tetrahydro-8H-7-oxa-3,10a,11,13-tetraazanaphtho[1,8-ab]heptalen-4(5H)-one